4-(glucosyloxy)-cinnamate C1([C@H](O)[C@@H](O)[C@H](O)[C@H](O1)CO)OC1=CC=C(C=CC(=O)[O-])C=C1